C(#N)[C@H](CC1C(NCC1)=O)NC(=O)[C@@H]1[C@H]2C([C@H]2CN1C([C@H](C(C)(C)C)NC(C(F)(F)F)=O)=O)(C)C (1R,2S,5S)-N-[(1S)-1-cyano-2-(2-oxo-pyrrolidin-3-yl)ethyl]-3-[(S)-3,3-dimethyl-2-(trifluoroacetamido)butanoyl]-6,6-dimethyl-3-azabicyclo[3.1.0]Hexane-2-carboxamide